(R)-8-fluoro-N-(pyrrolidin-3-yl)quinolin-5-amine hydrochloride Cl.FC1=CC=C(C=2C=CC=NC12)N[C@H]1CNCC1